(5R)-8-fluoro-5-methyl-6,7-dihydro-5H-1,6-naphthyridine-8-carbonitrile FC1(CN[C@@H](C=2C=CC=NC12)C)C#N